O=C1N(CC2=CC(=CC=C12)CN1CCN(CC1)C=1C2=C(N=CN1)SC1=C2CCCC1)C1C(NC(CC1)=O)=O 3-(1-oxo-5-((4-(5,6,7,8-tetrahydrobenzo[4,5]thieno[2,3-d]pyrimidin-4-yl)piperazin-1-yl)methyl)isoindolin-2-yl)piperidine-2,6-dione